Methylethyl 3-(1-{[6-chloro-5-(trifluoromethyl)(2-pyridyl)] amino}-4-methyl-2,5-dioxoazolin-3-yl)propanoate ClC1=C(C=CC(=N1)NN1C(C(=C(C1=O)C)CCC(=O)OC(C)C)=O)C(F)(F)F